N[C@@H](C)C=1N(C(C2=C(C=CC=C2C1)Cl)=O)C=1C=NNC1 (S)-3-(1-aminoethyl)-8-chloro-2-(1H-pyrazol-4-yl)isoquinolin-1(2H)-one